O1C(C(C2=C1C=CC=C2)C(=O)OC)C(=O)OC Dimethyl 2,3-dihydrobenzofuran-2,3-dicarboxylate